4-(3-(4-fluorophenyl)thioureido)benzenesulphonamide FC1=CC=C(C=C1)NC(NC1=CC=C(C=C1)S(=O)(=O)N)=S